CNC(=O)C1=NC=C(N=C1)NC1=NN2C(C=C(C=C2)C=2N(N=CC2OC[C@@H]2N(CC2)C)C)=C1 N-methyl-5-[[5-[2-methyl-4-[[(2R)-1-methylazetidin-2-yl]methoxy]pyrazol-3-yl]pyrazolo[1,5-a]pyridin-2-yl]amino]pyrazine-2-carboxamide